N-[4-(6-fluoro-1,3-benzoxazol-2-yl)phenyl]tetrahydrofuran-3-carboxamide FC1=CC2=C(N=C(O2)C2=CC=C(C=C2)NC(=O)C2COCC2)C=C1